(6R)-2-chloro-N-[2-(1H-indol-3-yl)ethyl]-6-methyl-7,8-dihydro-6H-pyrimido[5,4-b][1,4]oxazin-4-amine ClC=1N=C(C=2O[C@@H](CNC2N1)C)NCCC1=CNC2=CC=CC=C12